FC=1C=C(C=C(C1)F)N1CCN(CC1)S(=O)(=O)C1=CC=C(C=C1)NC(C1=C(C=CC=C1)N(S(=O)(=O)C)C)=O N-(4-((4-(3,5-difluorophenyl)piperazin-1-yl)sulfonyl)phenyl)-2-(N-methylmethylsulfonamido)benzamide